(3R)-3-(8-piperazin-1-yl-2,3-dihydro-1,4-benzoxazin-4-yl)piperidine-2,6-dione N1(CCNCC1)C1=CC=CC=2N(CCOC21)[C@H]2C(NC(CC2)=O)=O